1-(1-methylethoxy)-ethanol CC(C)OC(C)O